C1(OCC2=C3C(C=CC=C13)=CC=C2)=O 3H-benzo[de]isochromen-1-one